BrC1=NC=C(C(=O)N(CC2=NC=C(C=C2)C(F)(F)F)C(C)C2=NC=CC=N2)C=C1 6-bromo-N-(1-(pyrimidin-2-yl)ethyl)-N-((5-(trifluoromethyl)pyridin-2-yl)methyl)nicotinamide